OC1CC(NC(C1)(C)C)(C)C 4-Hydroxy-2,2,6,6-Tetramethylpiperidine